C(C)(C)(C)OC(NC[C@H]1NC(CC1)=O)=O (((S)-5-oxopyrrolidin-2-yl)methyl)carbamic acid tert-butyl ester